(R)-9-(4-((1S,2S)-6-(tert-butoxy)-2-phenyl-1,2,3,4-tetrahydronaphthalen-1-yl)-2-fluoro-5-methoxyphenyl)-3-(dimethoxymethyl)-1-oxa-9-azaspiro[5.5]undecane C(C)(C)(C)OC=1C=C2CC[C@@H]([C@@H](C2=CC1)C1=CC(=C(C=C1OC)N1CCC2(CC[C@H](CO2)C(OC)OC)CC1)F)C1=CC=CC=C1